6-bromo-4-chloro-1H-indole BrC1=CC(=C2C=CNC2=C1)Cl